FC=1C(=C(C(=CC1)C)C=1C=CC=2N(C1)C=C(N2)NC(=O)C2CC2)CO N-(6-(3-fluoro-2-(hydroxymethyl)-6-methylphenyl)imidazo[1,2-a]pyridin-2-yl)cyclopropanecarboxamide